CC1(COC(N1C(=O)N2C=CN=C2)(C)CCCC3=CC=C(C=C3)Cl)C The molecule is a member of the class of oxazolidines that is 2-[3-(4-chlorophenyl)propyl]-2,4,4-trimethyl-1,3-oxazolidine in which the amino hydrogen is replaced by an (imidazol-1-yl)carbonyl group. It is a member of oxazolidines, a N-acylimidazole and a member of monochlorobenzenes.